3,3'-dimethoxy-4,4'-diphenylene diisocyanate COC1=C(C=CC(=C1)C2=CC(=C(C=C2)N=C=O)OC)N=C=O